ClC(OC1=CC=C(C=C1)NC(C1=CN=C(C(=C1)NC=1C=NC(=CC1)OC)N1C[C@@H](CC1)O)=O)(F)F (R)-N-(4-(chlorodifluoromethoxy)phenyl)-6-(3-hydroxypyrrolidin-1-yl)-5-((6-Methoxypyridin-3-yl)amino)nicotinamide